1-(2-(3-acetyl-5-(2-methylpyrimidin-5-yl)-1H-indol-1-yl)acetyl)-N-(2'-chloro-2-fluoro-[1,1'-biphenyl]-3-yl)-4,5-dihydro-1H-pyrazole-5-carboxamide C(C)(=O)C1=CN(C2=CC=C(C=C12)C=1C=NC(=NC1)C)CC(=O)N1N=CCC1C(=O)NC=1C(=C(C=CC1)C1=C(C=CC=C1)Cl)F